tert-Butyl rac-(2S,6R)-4-[[4-(3-cyanophenyl)-5-(2,6-dimethyl-4-pyridyl)thiazol-2-yl]carbamoyl]-2,6-dimethyl-piperazine-1-carboxylate C(#N)C=1C=C(C=CC1)C=1N=C(SC1C1=CC(=NC(=C1)C)C)NC(=O)N1C[C@@H](N([C@@H](C1)C)C(=O)OC(C)(C)C)C |r|